CC1(N=C(NC1(C(=O)O)C)Br)C(=O)O 4,5-dimethyl-2-bromo-1H-imidazole-4,5-dicarboxylic acid